C1(CC1)COC1=CC(=CC2=C1C(N1[C@@H](CO2)C[C@@H](C1)OC1=CC=C2CCC(NC2=C1)=O)=O)C (2S,11aR)-6-(cyclopropylmethoxy)-8-methyl-2-((2-oxo-1,2,3,4-tetrahydroquinolin-7-yl)oxy)-2,3,11,11a-tetrahydro-1H,5H-benzo[f]pyrrolo[2,1-c][1,4]oxazepin-5-one